FC=1C=C2C(C(=CN(C2=NC1N1CC(C1)C(=O)C1=NC=CC=C1)C=1SC=CN1)C(=O)O)=O 6-fluoro-4-oxo-7-[3-(pyridine-2-carbonyl)azetidin-1-yl]-1-(1,3-thiazol-2-yl)-1,4-dihydro-1,8-naphthyridine-3-carboxylic acid